2-fluoro-6-hydroxynaphthalene-1-carbonitrile FC1=C(C2=CC=C(C=C2C=C1)O)C#N